((S)-1-(2-((R)-2-chloro-2-fluoroacetyl)2-(((S)-2-oxopyrrolidin-3-yl)methyl)hydrazineyl)-3-(1-methylcyclopropyl)-1-oxopropan-2-yl)-5-(trifluoromethyl)isoxazole-3-carboxamide Cl[C@H](C(=O)N(NC([C@@H](CC1(CC1)C)C=1C(=NOC1C(F)(F)F)C(=O)N)=O)C[C@H]1C(NCC1)=O)F